CN1N=CC(=C1)C=1OC2=C(N1)C=C(C=C2)OCC2=CC=C(C=N2)O 6-({[2-(1-Methyl-1H-pyrazol-4-yl)-1,3-benzoxazol-5-yl]oxy}methyl)pyridin-3-ol